N(=C=O)CC1C2C(C(C(C1CCCN=C=O)C2)CCN=C=O)CN=C=O 2-isocyanatomethyl-3-(3-isocyanatopropyl)-5-(2-isocyanatoethyl)-6-isocyanatomethyl-bicyclo[2.2.1]-heptane